[Si](C1=CC=CC=C1)(C1=CC=CC=C1)(C(C)(C)C)OCCCC[C@@H](C)OC1=NC(=CC=C1S(=O)(=O)N[C@@H](C)C(=O)OC)C Methyl ((2-(((R)-6-((tert-butyldiphenylsilyl)oxy)hexan-2-yl)oxy)-6-methylpyridin-3-yl)sulfonyl)-L-alaninate